N-(4-(7-chloro-5-oxo-2,3,4,5-tetrahydro-1H-benzo[b]azepin-1-carbonyl)-3-methylphenyl)-2-methylbenzamide ClC1=CC2=C(N(CCCC2=O)C(=O)C2=C(C=C(C=C2)NC(C2=C(C=CC=C2)C)=O)C)C=C1